(3R,4R)-4-{[5-fluoro-7-(2-methylpropyl)imidazo[4,3-f][1,2,4]triazin-2-yl]amino}-1-methanesulfonylpiperidin-3-ol FC=1N=C(N2N=C(N=CC21)N[C@H]2[C@@H](CN(CC2)S(=O)(=O)C)O)CC(C)C